ClCC=CC(COC1=CC=C(C=C1)[N+](=O)[O-])O 5-chloro-1-(4-nitrophenoxy)-pent-3-en-2-ol